C1(CC1)C1=CC=C(C=C1)C1COC=2C(=NC=C(C2)OC2=CC(=NC=C2)C=2C=NN(C2)CCO)O1 2-(4-(4-((3-(4-cyclopropylphenyl)-2,3-dihydro-[1,4]dioxino[2,3-b]pyridin-7-yl)oxy)pyridin-2-yl)-1H-pyrazol-1-yl)ethan-1-ol